10-methyllauryl myristoleate C(CCCCCCC\C=C/CCCC)(=O)OCCCCCCCCCC(CC)C